CC1=CC(=NN1C1OCCCC1)C1=CN=C2N1N=C(C=C2)NC21CCC(CC2)(CC1)C(=O)[O-] 4-((3-(5-methyl-1-(tetrahydro-2H-pyran-2-yl)-1H-pyrazol-3-yl)imidazo[1,2-b]pyridazin-6-yl)amino)bicyclo[2.2.2]octane-1-carboxylate